fluoro-7-methyl-[1,2,4]triazolo[1,5-a]pyridine FC1=NN2C(C=C(C=C2)C)=N1